(1r,4r)-N-(3-methoxy-4-methylphenyl)-1-methyl-4-(4-methyl-1-oxoisoindolin-2-yl)cyclohexane-1-carboxamide COC=1C=C(C=CC1C)NC(=O)C1(CCC(CC1)N1C(C2=CC=CC(=C2C1)C)=O)C